FC1=CC=C(C=C1)[C@@](C)(O)[C@@H]1[C@H]([C@H]([C@@H](C1)N1C=CC2=C1N=CN=C2C)O)O (1S,2R,3S,5R)-3-[(1S)-1-(4-fluorophenyl)-1-hydroxyethyl]-5-(4-methyl-7H-pyrrolo[2,3-d]pyrimidin-7-yl)cyclopentane-1,2-diol